C(C1=CC=CC=C1)OC1=C(C=C(C(=O)OC)C=C1C#C[Si](C)(C)C)C1OCCO1 methyl 4-(benzyloxy)-3-(1,3-dioxolan-2-yl)-5-[2-(trimethylsilyl)ethynyl]benzoate